2-[4-([2-[6-oxo-5-(trifluoromethyl)-1,6-dihydropyridazin-4-yl]-2,3-dihydro-1H-isoindol-5-yl]oxy)piperidin-1-yl]acetamide O=C1C(=C(C=NN1)N1CC2=CC=C(C=C2C1)OC1CCN(CC1)CC(=O)N)C(F)(F)F